O=C1NC(CCC1N1C(C2=CC=C(C=C2C1=O)NCCN1CCN(CC1)CCC(=O)O)=O)=O 3-(4-(2-((2-(2,6-Dioxopiperidin-3-yl)-1,3-dioxoisoindolin-5-yl)amino)ethyl)piperazin-1-yl)propanoic acid